2-chloro-4-fluoro-5-(1,2,3,6-tetrahydro-2,6-dioxo-4-trifluoromethyl-pyrimidin-1-yl)benzoic acid ClC1=C(C(=O)O)C=C(C(=C1)F)N1C(NC(=CC1=O)C(F)(F)F)=O